(R)-2-benzenesulfonyl-1-(4-methylphenyl)ethanol C1(=CC=CC=C1)S(=O)(=O)C[C@H](O)C1=CC=C(C=C1)C